2-(4-isopropyl-5-(8-methoxy-[1,2,4]triazolo[1,5-a]pyridin-6-yl)-1H-pyrazol-3-yl)-5-(1-(tetrahydrofuran-3-yl)piperidin-4-yl)thiazole C(C)(C)C=1C(=NNC1C=1C=C(C=2N(C1)N=CN2)OC)C=2SC(=CN2)C2CCN(CC2)C2COCC2